C1(CCCC1)C1=NC=C(C(=N1)O[C@@H]1[C@@H](CCCC1)O)C(=O)N[C@@H](C)\C=C\S(=O)(=O)C 2-cyclopentyl-4-(((1S,2r)-2-hydroxycyclohexyl)oxy)-N-((S,E)-4-(methylsulfonyl)but-3-en-2-yl)pyrimidine-5-carboxamide